(R)-1-Acetyl-4-((2-(trifluoromethyl)phenyl)sulfonyl)piperazine-2-carboxylic acid C(C)(=O)N1[C@H](CN(CC1)S(=O)(=O)C1=C(C=CC=C1)C(F)(F)F)C(=O)O